2-ethoxy-1-{[2'-(4,5-dihydro-5-oxo-1,2,4-oxadiazol-3-yl)biphenyl-4-yl]Methyl}benzimidazole-7-carboxylic acid ethyl ester C(C)OC(=O)C1=CC=CC2=C1N(C(=N2)OCC)CC2=CC=C(C=C2)C2=C(C=CC=C2)C2=NOC(N2)=O